3-hydroxy-6,7-dimethoxy-2-(3-phenoxyphenyl)-4H-chromen-4-one OC1=C(OC2=CC(=C(C=C2C1=O)OC)OC)C1=CC(=CC=C1)OC1=CC=CC=C1